tert-butyl-((1R,2R)-2-isothiocyanatocyclobutoxy)dimethylsilane C(C)(C)(C)[Si](C)(C)O[C@H]1[C@@H](CC1)N=C=S